2-(2-pentoxyethoxy)-1-aminoethane C(CCCC)OCCOCCN